2-[2-fluoro-5-(morpholine-4-carbonyl)phenyl]-4-[[5-(4-hydroxy-1-piperidyl)-2-pyridyl]amino]-6H-1,6-naphthyridin-5-one FC1=C(C=C(C=C1)C(=O)N1CCOCC1)C1=NC=2C=CNC(C2C(=C1)NC1=NC=C(C=C1)N1CCC(CC1)O)=O